tetrahydro-6H-benzo[3,4]isochromeno[7,6-f][1,2,5]thiadiazepine-2-carboxylic acid 12,12-dioxide C1C(CCC=2OCC3=CC=4N=CC=NS(C4C=C3C21)(=O)=O)C(=O)O